S1C2=C(C=C1)C=CC=C2 benzo[1,2-b]thiophene